(S)-3-(1-amino-1,3-dihydrospiro[indene-2,4'-piperidine]-1'-yl)-6-(2,3-dichlorophenyl)-5-methylpyrazine-2-carboxylic acid ethyl ester C(C)OC(=O)C1=NC(=C(N=C1N1CCC2(CC1)[C@@H](C1=CC=CC=C1C2)N)C)C2=C(C(=CC=C2)Cl)Cl